ClC=1C(=NC2=C(C=C(C=C2C1)C(=O)OC)OC)C([2H])([2H])[2H] methyl 3-chloro-8-methoxy-2-(methyl-d3)quinoline-6-carboxylate